C(CCCCC)[C@@H]1C(O[C@H](C[C@@H]1C(=O)N[C@@H](CC(C)C)C(=O)O)CCCCCCCCCCC)=O (3s,4s,6s)-3-hexyl-2-oxo-6-undecyltetrahydro-2H-pyran-4-ylcarbonyl-L-leucine